lithium 2,6-diisopropylaniline C(C)(C)C1=C(N)C(=CC=C1)C(C)C.[Li]